(2S)-2-amino-3-hydroxypropane-nitril N[C@@H](C#N)CO